(Z)-2-(5-Fluoro-2-methyl-1-((4-methylnaphthalen-1-yl)methylene)-1H-inden-3-yl)-N-hydroxyacetamide FC=1C=C2C(=C(/C(/C2=CC1)=C/C1=CC=C(C2=CC=CC=C12)C)C)CC(=O)NO